Ethyl (Z)-6'-(5-fluoro-2-oxoindolin-3-ylidene)-5',6'-dihydro-1'H-spiro[cyclobutane-1,4'-cyclopenta[b]pyrrole]-3'-carboxylate FC=1C=C2/C(/C(NC2=CC1)=O)=C/1\CC2(C3=C1NC=C3C(=O)OCC)CCC2